(2E,2'E)-2,2'-(1-(5-((2,6-dimethylmorpholino)methyl)furan-2-yl)propane-1,2-diylidene)bis(N-ethylhydrazine-1-carbothioamide) CC1OC(CN(C1)CC1=CC=C(O1)\C(\C(\C)=N\NC(NCC)=S)=N\NC(NCC)=S)C